COC(=O)C=1N(C2=CC=CC=C2C1)CC1=CC=C(C2=CC=CC=C12)Br 1-(4-bromonaphthalen-1-yl)methyl-1H-indole-2-carboxylic acid methyl ester